BrC1=CC=C(C=C1)N(C1=C(C=C(C=C1C)C)C)C1=CC=C(C=C1)Br N,N-bis(4-bromophenyl)-2,4,6-TRIMETHYLANILINE